FC1=C(OC2=CC3=C(N=C(N=C3)NC3(CCCC3)CO)N(C2=O)C)C=CC=C1 6-(2-fluorophenoxy)-2-{[1-(hydroxymethyl)cyclopentyl]amino}-8-methylpyrido[2,3-d]pyrimidin-7(8H)-one